6-(4-chlorophenyl)-N-[(2S)-1,4-dihydroxybutan-2-yl]-2-(3-fluorophenyl)-3-oxo-2,3-dihydropyridazine-4-carboxamide ClC1=CC=C(C=C1)C=1C=C(C(N(N1)C1=CC(=CC=C1)F)=O)C(=O)N[C@H](CO)CCO